ethyl 2-((1R,3S)-1-(3-bromobenzyl)-3-(methylsulfonamido)cyclopentyl)oxazole-4-carboxylate BrC=1C=C(C[C@]2(C[C@H](CC2)NS(=O)(=O)C)C=2OC=C(N2)C(=O)OCC)C=CC1